C(C1=CC=CC=C1)NC1=NC2=CC=CC=C2C=C1 benzyl-(quinolin-2-yl)amine